1-hydroxy-6,6,9-trimethyl-3-pentyl-N-(pyrimidin-5-ylmethyl)-6a,7,8,10a-tetrahydro-6H-benzo[c]chromene-2-carboxamide OC1=C2C3C(C(OC2=CC(=C1C(=O)NCC=1C=NC=NC1)CCCCC)(C)C)CCC(=C3)C